(2-aminopyrimidin-4-yl)-1-({3,4-difluoro-2-[(2-fluoro-4-iodophenyl)amino]Phenyl}carbonyl)azetidin-3-ol manganese [Mn].NC1=NC=CC(=N1)C1N(CC1O)C(=O)C1=C(C(=C(C=C1)F)F)NC1=C(C=C(C=C1)I)F